C(C=C)(=O)N1[C@H](CN(CC1)C1=CC(=NC=2CN(CCC12)C1=CC=CC2=CC=CC(=C12)C)C(=O)NC(CN)CN)CC#N (S)-4-(4-acryloyl-3-(cyanomethyl)piperazin-1-yl)-N-(1,3-diaminopropan-2-yl)-7-(8-methylnaphthalen-1-yl)-5,6,7,8-tetrahydro-1,7-naphthyridine-2-carboxamide